L-mannopyranose OC1[C@H](O)[C@H](O)[C@@H](O)[C@@H](O1)CO